[Hg].[Cd].[Te] tellurium-cadmium mercury